(5S)-N-(butan-2-yl)-8-chloro-1-[trans-4-(pyridin-2-yloxy)cyclohexyl]-5,6-dihydro-4H-[1,2,4]triazolo[4,3-a][1]benzazepin-5-amine CC(CC)N[C@@H]1CC=2N(C3=C(C1)C=C(C=C3)Cl)C(=NN2)[C@@H]2CC[C@H](CC2)OC2=NC=CC=C2